C(CCC)C1=C(N=C(NC1=O)SC)C 5-butyl-4-methyl-2-methylsulfanyl-1H-pyrimidin-6-one